2-(bromomethyl)-1-methyl-3-(trifluoromethyl)benzene BrCC1=C(C=CC=C1C(F)(F)F)C